tert-butyl 5-carbamoyl-3,6-dihydropyridine-1(2H)-carboxylate C(N)(=O)C1=CCCN(C1)C(=O)OC(C)(C)C